ClC1=C(C=C(C(=N1)N)N)C 6-chloro-5-methyl-pyridine-2,3-diamine